C(C(C)(C)C)=NN pivalaldehyde hydrazone